L-2-carbonyl-3-phenylbutanoic acid C(=O)=C(C(=O)O)C(C)C1=CC=CC=C1